C(C)(=O)NCC12CC(C1)(C2)NC(CN2N=C(N1C(C2=O)=CC2=C1SC=C2)C(C)C)=O N-[3-(acetamidomethyl)bicyclo[1.1.1]pentan-1-yl]-2-(8-isopropyl-5-oxothieno[3',2':4,5]pyrrolo[1,2-d][1,2,4]triazin-6(5H)-yl)acetamide